BrC=1C(=NN2C1N=C(C=C2C)Cl)CC 3-bromo-5-chloro-2-ethyl-7-methylpyrazolo[1,5-a]pyrimidine